2-amino-N-(6-(dimethylamino)pyridazin-3-yl)benzamide NC1=C(C(=O)NC=2N=NC(=CC2)N(C)C)C=CC=C1